4-(4-(dimethylamino)piperidin-1-yl)aniline CN(C1CCN(CC1)C1=CC=C(N)C=C1)C